6-(difluoromethyl)-5-fluoro-N-(8-fluoro-6-oxo-1,2,3,4,5,6-hexahydrophenanthridin-1-yl)-N-methyl-1H-indole-2-carboxamide FC(C1=C(C=C2C=C(NC2=C1)C(=O)N(C)C1CCCC=2NC(C3=CC(=CC=C3C12)F)=O)F)F